4-METHYL-3-(TRIFLUOROMETHYL)PHENYLBORONIC ACID CC1=C(C=C(C=C1)B(O)O)C(F)(F)F